benzyl (2S,5S)-4-((2-acetamidothiazol-5-yl)methyl)-2-(((2,6-dimethylpyridin-4-yl)oxy)methyl)-5-methylpiperazine-1-carboxylate C(C)(=O)NC=1SC(=CN1)CN1C[C@H](N(C[C@@H]1C)C(=O)OCC1=CC=CC=C1)COC1=CC(=NC(=C1)C)C